CN(CCO)C 2-(dimethyl-amino)ethanol